2,6-dichlorobenzothioate ClC1=C(C([O-])=S)C(=CC=C1)Cl